Tert-butylethyl ((6-(4-fluoro-1H-pyrazol-1-yl)pyridin-3-yl)methyl)carbamate FC=1C=NN(C1)C1=CC=C(C=N1)CNC(OC(C)C(C)(C)C)=O